N-(2-[[(2S)-2-methylpyrrolidin-1-yl]methyl]-1H-pyrrolo[3,2-c]pyridin-6-yl)-3-oxo-2,4-dihydro-1,4-benzoxazine-7-carboxamide C[C@@H]1N(CCC1)CC1=CC=2C=NC(=CC2N1)NC(=O)C1=CC2=C(NC(CO2)=O)C=C1